N-methoxy-N,5-dimethyl-7-(N-methyl-N-(2-((1-methyl-2-oxo-1,2-dihydropyridin-4-yl)amino)-2-oxoethyl)sulfamoyl)-1H-indazole-3-carboxamide CON(C(=O)C1=NNC2=C(C=C(C=C12)C)S(N(CC(=O)NC1=CC(N(C=C1)C)=O)C)(=O)=O)C